1-(4-(6-chloro-2-(3-(3,3-difluoro-pyrrolidin-1-yl)propoxy)-8-fluoro-7-(2-fluoro-6-hydroxyphenyl)quinazolin-4-yl)piperazin-1-yl)prop-2-en-1-one ClC=1C=C2C(=NC(=NC2=C(C1C1=C(C=CC=C1O)F)F)OCCCN1CC(CC1)(F)F)N1CCN(CC1)C(C=C)=O